CC=1C=C(COC=2C3=CC=CC=C3C(=C3C=CC=CC23)OCC2=CC(=CC=C2)C)C=CC1 9,10-di(3-methylbenzoxy)anthracene